C(C)(C)(C)C=1C=C(C=C(C1)C(C)(C)C)C1=NC=2C(=NC(=CC2)OCC(C(F)F)(F)F)N1S(=O)(=O)CC 2-(3,5-di-tert-butylphenyl)-3-(ethylsulfonyl)-5-(2,2,3,3-tetrafluoropropoxy)-3H-imidazo[4,5-b]pyridine